NC=1C2=C(N=CN1)N(C(=C2C2=CC=C(C(=O)NCC(C)(C)F)C=C2)C2=CC=C(C=C2)NC(C(=C)C)=O)C 4-(4-amino-6-(4-methacrylamido-phenyl)-7-methyl-7H-pyrrolo[2,3-d]pyrimidin-5-yl)-N-(2-fluoro-2-methylpropyl)benzamide